C(C1=CC=CC=C1)N1C(CC(=CC1([2H])[2H])B1OC(C(O1)(C)C)(C)C)([2H])[2H] 1-benzyl-4-(4,4,5,5-tetramethyl-1,3,2-dioxaborolan-2-yl)-1,2,3,6-tetrahydropyridine-2,2,6,6-d4